1-((1H-Pyrazol-4-yl)methyl)-3-(4-(pyridin-4-ylsulfonyl)phenyl)urea N1N=CC(=C1)CNC(=O)NC1=CC=C(C=C1)S(=O)(=O)C1=CC=NC=C1